11,12-Didehydro-7-oxodibenz[b,f]azocine-5(6H)-butanoic acid O=C1C=CC=C2C#CC3=C(N(CC21)CCCC(=O)O)C=CC=C3